3-[(1R)-1-(2,2-difluoroethylamino)ethyl]pyridin-2-amine FC(CN[C@H](C)C=1C(=NC=CC1)N)F